C1(=CC=CC=C1)OC(C1=C(C(=CC(=C1)C1(CCC1)C#N)NS(=O)(=O)C1=C(C(=CC(=C1)Br)CC)O)O)=O.C(C1=CC=CC=C1)=C1C(NC(N1)=O)=O Benzylidenehydantoin phenyl-3-((5-bromo-3-ethyl-2-hydroxyphenyl)sulfonamido)-5-(1-cyanocyclobutyl)-2-hydroxybenzoate